oleyl cetyl ether sulfate S(=O)(=O)(O)O.C(CCCCCCCCCCCCCCC)OCCCCCCCC\C=C/CCCCCCCC